C(O)NC(=O)N methylolurea